FC=1C=C2C=C(C(NC2=CC1F)=O)C=1N=NN(C1)C1=CC=C(C=C1)C(=O)N1C[C@@H](CC1)COC 6,7-difluoro-3-{1-[4-((R)-3-methoxymethyl-pyrrolidine-1-carbonyl)-phenyl]-1H-[1,2,3]triazol-4-yl}-1H-quinolin-2-one